4-((3-(1,1-difluoropropyl)phenyl)carbamoyl)-2-(6-isopropyl-2',6'-dimethyl-[1,1'-biphenyl]-3-yl)-5-methyl-1H-imidazole 3-oxide FC(CC)(F)C=1C=C(C=CC1)NC(=O)C=1[N+](=C(NC1C)C=1C=C(C(=CC1)C(C)C)C1=C(C=CC=C1C)C)[O-]